CN(C1=CC=C(C=N1)CN(CCCNC)C1=CC(=NC2=CC=CC=C12)C1=CC=C(C=C1)OC)C N'-((6-(dimethylamino)pyridin-3-yl)methyl)-N3-(2-(4-methoxyphenyl)quinolin-4-yl)-N1-methylpropane-1,3-diamine